Tert-butyl 3-(4-{4-fluoro-2-[(3R)-3-methylmorpholine-4-carbonyl]phenyl}-1-methyl-1H-indazol-6-yl)azetidine-1-carboxylate FC1=CC(=C(C=C1)C1=C2C=NN(C2=CC(=C1)C1CN(C1)C(=O)OC(C)(C)C)C)C(=O)N1[C@@H](COCC1)C